COCC1=C(C=CC=C1)CO (2-(methoxymethyl)phenyl)methanol